CC=1C=C(C=NNC2=C3N=CN(C3=NC(=N2)N2CCOCC2)CC=O)C=CC1 2-(6-(2-(3-methylbenzylidene)hydrazinyl)-2-morpholino-9H-purin-9-yl)ethan-1-one